4-chloro-2,3-difluoro-6-iodobenzonitrile ClC1=C(C(=C(C#N)C(=C1)I)F)F